2-{(1R)-1-[3-(2-{[tert-butyl(dimethyl)silyl]oxy}-1,1-difluoroethyl)-2-fluorophenyl]-ethyl}-1H-isoindole-1,3(2H)-dione [Si](C)(C)(C(C)(C)C)OCC(F)(F)C=1C(=C(C=CC1)[C@@H](C)N1C(C2=CC=CC=C2C1=O)=O)F